BrC1=NC=C(C=C1)Br 2,5-dibromo-pyridine